[(6Ar,10aR)-6,6,9-trimethyl-3-pentyl-6a,7,10,10a-tetrahydrobenzo[c]chromen-1-yl] acetate C(C)(=O)OC1=C2[C@H]3[C@H](C(OC2=CC(=C1)CCCCC)(C)C)CC=C(C3)C